(E)-3-(3-cyclopropyl-2-fluorophenoxy)-N'-(2,4-dimethylbenzylidene)-6-methylpyridazine-4-carbohydrazide C1(CC1)C=1C(=C(OC=2N=NC(=CC2C(=O)N/N=C/C2=C(C=C(C=C2)C)C)C)C=CC1)F